Quercetin sulphate S(=O)(=O)(O)O.O1C(=C(O)C(=O)C=2C(O)=CC(O)=CC12)C1=CC(O)=C(O)C=C1